tert-butyl 3-(4-(1-(2-(methylsulfonyl)ethyl)-1H-pyrazol-4-yl)-1-(4-(trifluoromethoxy)phenyl)-1H-pyrazolo[3,4-b]pyridin-3-yl)azetidine-1-carboxylate CS(=O)(=O)CCN1N=CC(=C1)C1=C2C(=NC=C1)N(N=C2C2CN(C2)C(=O)OC(C)(C)C)C2=CC=C(C=C2)OC(F)(F)F